C1(=CC=CC=C1)N(C1=CC=C(C=C1)C1=CC(=CC(=N1)N)SC)C1=CC=CC=C1 6-(4-(diphenylamino)phenyl)-4-(methylthio)pyridin-2-amine